C(C=C)(=O)N1CC2(N(C3=C(N=NC(=C3)C3=C(C=CC=C3)O)N(C2)C(=O)OC(C)(C)C)C(=O)OC(C)(C)C)CCC1 di-tert-butyl 1-acryloyl-3'-(2-hydroxyphenyl)-5'H-spiro[piperidine-3,6'-pyrazino[2,3-c]pyridazine]-5',8'(7'H)-dicarboxylate